ClC=1C(=NC=CC1)N1N=CC(=C1CC)C(=O)O 1-(3-chloropyridin-2-yl)-5-ethyl-1H-pyrazole-4-carboxylic acid